C1(CC1)N1N=CC(=C1)C1=C2C(=NC=C1)N(C(N2C2CN(C2)C(C(=C)F)=O)=O)C2=CC=C(C=C2)C(F)(F)F 7-(1-cyclopropylpyrazol-4-yl)-1-[1-(2-fluoroacryloyl)azetidin-3-yl]-3-[4-(trifluoromethyl)phenyl]-2,3-dihydro-1H-imidazo[4,5-b]pyridin-2-one